(1S,3R,4S)-N-((R)-1-cyano-2-((S)-2-oxopiperidin-3-yl)ethyl)-5,5-difluoro-2-((S)-2-hydroxy-2-phenylacetyl)-2-azabicyclo[2.2.2]octane-3-carboxamide C(#N)[C@@H](C[C@H]1C(NCCC1)=O)NC(=O)[C@@H]1N([C@@H]2CC([C@H]1CC2)(F)F)C([C@H](C2=CC=CC=C2)O)=O